(2R,3R,4R,5R,6R)-5-acetamido-2-(acetoxymethyl)-6-((6-(((benzyloxy)carbonyl)amino) hexyl)oxy)tetrahydro-2H-pyran-3,4-diyl diacetate C(C)(=O)O[C@H]1[C@H](O[C@H]([C@@H]([C@H]1OC(C)=O)NC(C)=O)OCCCCCCNC(=O)OCC1=CC=CC=C1)COC(C)=O